((3S,4R)-3-Amino-4-hydroxypiperidin-1-yl)(2-(1-(cyclopropylmethyl)-1H-indol-2-yl)-7-methoxy-1-methyl-1H-benzo[d]imidazol-5-yl)methanone, hydrochloride salt Cl.N[C@H]1CN(CC[C@H]1O)C(=O)C1=CC2=C(N(C(=N2)C=2N(C3=CC=CC=C3C2)CC2CC2)C)C(=C1)OC